(2R,3S,5R)-2-(((3-(2-acetoxy-4,6-dimethylphenyl)-3-methylbutanoyl)oxy)methyl)-5-(6-amino-2-fluoro-9H-purin-9-yl)-2-ethynyltetrahydrofuran-3-yl bicyclo[2.2.2]octane-1-carboxylate C12(CCC(CC1)CC2)C(=O)O[C@@H]2[C@@](O[C@H](C2)N2C1=NC(=NC(=C1N=C2)N)F)(C#C)COC(CC(C)(C)C2=C(C=C(C=C2C)C)OC(C)=O)=O